O(CC(C)N1C(C=CC1=O)=O)CC(C)N1C(C=CC1=O)=O N,N'-(oxy-dipropylene)bismaleimide